Pyrimidine-5-Carboxylic Acid Ethyl Ester C(C)OC(=O)C=1C=NC=NC1